P(=O)(O)(O)O[C@H]1[C@H]([C@@](O[C@@H]1CO)(N1C(=O)NC(=O)C=C1)C)O.C(C)(C)N1CCN(CC1)C1=CC(=C(C=C1)NC1=NC=C(C(=N1)NCCCN1C(CCCC1)=O)C(F)(F)F)C 1-(3-((2-((4-(4-isopropylpiperazin-1-yl)-2-methylphenyl)amino)-5-(trifluoromethyl)pyrimidin-4-yl)amino)propyl)piperidin-2-one methyluridine-3'-monophosphate